(S)-6-(4-(2-(2-(1-(6-oxo-5-(trifluoromethyl)-1,6-dihydropyridazin-4-yl)pyrrolidin-2-yl)ethoxy)acetyl)piperazin-1-yl)nicotinonitrile O=C1C(=C(C=NN1)N1[C@@H](CCC1)CCOCC(=O)N1CCN(CC1)C1=NC=C(C#N)C=C1)C(F)(F)F